4-chloro-2-(pyridin-3-yl)quinoline-7-carboxamide ClC1=CC(=NC2=CC(=CC=C12)C(=O)N)C=1C=NC=CC1